C1(CC1)OC1=C(C#N)C=C(C=N1)N(CC(F)(F)F)C1=CC=C(C=C1)C=1C=C2N=CC(=NC2=CC1)SC 2-cyclopropoxy-5-((4-(2-(methylthio)quinoxalin-6-yl)phenyl)(2,2,2-trifluoroethyl)amino)nicotinonitrile